[NH4+].[NH4+].P([O-])([O-])(O)=O phosphoric acid-diammonium salt